7-(difluoromethyl)indolizine-2-carboxylic acid FC(C=1C=CN2C=C(C=C2C1)C(=O)O)F